FC1=CC=C(C=C1)N(C(=O)OCC1CCC(CC1)COCC(=O)O)C1=CC=C(C=C1)F 2-(((1r,4r)-4-((bis(4-fluorophenyl)carbamoyl-oxy)methyl)cyclohexyl)methoxy)acetic acid